C/C(=C\\C=C\\C=C(\\C=C\\C=C(\\C(=O)O[C@@H]1O[C@@H]([C@H]([C@@H]([C@H]1O)O)O)CO[C@@H]2O[C@@H]([C@H]([C@@H]([C@H]2O)O)O)CO)/C)/C)/C=C/C=C(/C(=O)O[C@@H]3O[C@@H]([C@H]([C@@H]([C@H]3O)O)O)CO[C@@H]4O[C@@H]([C@H]([C@@H]([C@H]4O)O)O)CO)\\C The molecule is a diester that is crocetin in which both of the carboxy groups have been converted to their gentiobiosyl esters. It is one of the water-soluble yellow-red pigments of saffron and is used as a spice for flavouring and colouring food. Note that in India, the term 'Crocin' is also used by GlaxoSmithKline as a brand-name for paracetamol. It has a role as an antioxidant, a food colouring, a plant metabolite and a histological dye. It is a diester, a disaccharide derivative and a diterpenoid. It derives from a beta-D-gentiobiosyl crocetin and a gentiobiose.